methyl N-[5-[6-[(4-chloro-3-methyl-phenyl)-methyl-carbamoyl]imidazo[1,2-a]pyrazin-3-yl]-2-pyridyl]carbamate ClC1=C(C=C(C=C1)N(C(=O)C=1N=CC=2N(C1)C(=CN2)C=2C=CC(=NC2)NC(OC)=O)C)C